methyl (Z)-2-((2S,3S,7aS,12bS)-3-ethyl-7a-hydroxy-8-methoxy-1,2,3,4,6,7,7a,12b-octahydroindolo[2,3-a]quinolizin-2-yl)-3-methoxyacrylate C(C)[C@@H]1CN2CC[C@]3(C([C@@H]2C[C@@H]1/C(/C(=O)OC)=C/OC)=NC1=CC=CC(=C13)OC)O